C(C)CC(CC(=O)[O-])=O.C(C)CC(CC(=O)[O-])=O.CC([O-])C.CC([O-])C.[Ti+4] Titanium bis(isopropoxide) bis(ethylacetoacetate)